N1(C=NC2=C1C=CC=C2)CCNC(O[C@H]2[C@H](NC[C@@H]2O)CC2=CC=C(C=C2)OC)=O (2R,3S,4S)-4-hydroxy-2-[(4-methoxyphenyl)methyl]pyrrolidin-3-yl N-[2-(1,3-benzodiazol-1-yl)ethyl]carbamate